1-(7-methoxy-4-(1-methyl-3-phenyl-1H-pyrazol-4-yl)quinazolin-6-yl)-3-methylimidazolidin-2-one COC1=C(C=C2C(=NC=NC2=C1)C=1C(=NN(C1)C)C1=CC=CC=C1)N1C(N(CC1)C)=O